CCCCCCCCCCCCCCCCCCCCCC[C@H](C)C[C@H](C)C[C@H](C)/C=C(\\C)/C(=O)O[C@H]1[C@@H]([C@H](O[C@@H]([C@@H]1OC(=O)CCCCCCCCCCCCCCC)O[C@@H]2[C@@H]([C@H]([C@@H]([C@H](O2)CO)O)O)OS(=O)(=O)O)CO)O The molecule is a sulfoglycolipid in which alpha,alpha-trehalose, sulfated at the 2'-position, is acylated at the 2-position with palmitic acid, and at the 3-position with (2S,4S,6S,8S)-2,4,6,8-tetramethyltriacontanoic acid. It has a role as an allergen. It is a sulfoglycolipid and a polyacyl alpha,alpha-trehalose derivative. It derives from an alpha,alpha-trehalose.